1-Cbz-4-formylpiperidine C(=O)(OCC1=CC=CC=C1)N1CCC(CC1)C=O